2-Methyl-2-((5-((4-(4-(trifluoromethyl)benzyl)piperazin-1-yl)methyl)-[1,1'-biphenyl]-2-yl)oxy)propanoic acid ethyl ester C(C)OC(C(C)(OC1=C(C=C(C=C1)CN1CCN(CC1)CC1=CC=C(C=C1)C(F)(F)F)C1=CC=CC=C1)C)=O